NC1=C(C=C(C=N1)NC(C(N1[C@@H](CCCC1)C1=CC=NC=C1)=O)=O)C N-(6-Amino-5-methyl-3-pyridyl)-2-oxo-2-[(2S)-2-(4-pyridyl)-1-piperidyl]acetamide